2-[3-chloro-5-(trifluoromethyl)pyridin-2-yl]-6-ethyl-5-methoxycarbonyloxy-4-[3-(trifluoromethyl)-1H-pyrazol-1-yl]pyridazin-3(2H)-one ClC=1C(=NC=C(C1)C(F)(F)F)N1N=C(C(=C(C1=O)N1N=C(C=C1)C(F)(F)F)OC(=O)OC)CC